8-(Benzo[d]thiazol-2-yl)-2,8-diazaspiro[4.5]decane-1,3-dione S1C(=NC2=C1C=CC=C2)N2CCC1(CC(NC1=O)=O)CC2